ClC=1C=C2C(=CC(=NC2=CC1)C(F)(F)F)N[C@@H]1C[C@@H](CCC1)NC(=O)N1CC(CC1)(C)F N-[(1R,3S)-3-{[6-chloro-2-(trifluoromethyl)quinolin-4-yl]amino}cyclohexyl]-3-fluoro-3-methylpyrrolidine-1-carboxamide